2,4-dimethylnaphthalene CC1=CC2=CC=CC=C2C(=C1)C